C1(CCCCC1)CO[C@@H]([C@@H](C(N1CCCCC1)=O)NC(=O)C1CSCC12CN(C2)C(=O)[C@@H]2C(C2)(C)C)C N-((2S,3R)-3-(cyclohexylmethoxy)-1-oxo-1-(piperidin-1-yl)butan-2-yl)-2-((S)-2,2-dimethylcyclopropane-1-carbonyl)-6-thia-2-azaspiro[3.4]octane-8-carboxamide